C(C)(C)(C)OC(=O)N1CC(CC(=CC1)C1=C(C(=CC=2CCOC21)NC2=NC(=CC(=N2)C)NC)C)O 3-hydroxy-5-[6-methyl-5-[[4-methyl-6-(methylamino)pyrimidin-2-yl]amino]-2,3-dihydrobenzofuran-7-yl]-2,3,4,7-tetrahydroazepine-1-carboxylic acid tert-butyl ester